4-(7-methyl-2-((6-methylimidazo[1,2-a]pyridin-7-yl)amino)-8-oxo-7,8-dihydro-9H-purin-9-yl)tetrahydro-2H-pyran-4-carbonitrile CN1C(N(C2=NC(=NC=C12)NC1=CC=2N(C=C1C)C=CN2)C2(CCOCC2)C#N)=O